[Si](C)(C)(C(C)(C)C)OC[C@@H]1CNCC12CN(C2)C(=O)OC(C)(C)C tert-butyl (S)-8-(((tert-butyldimethylsilyl)oxy)methyl)-2,6-diazaspiro[3.4]octane-2-carboxylate